1-((2-(trifluoromethyl)pyridin-4-yl)methyl)pyridin-2(1H)-one FC(C1=NC=CC(=C1)CN1C(C=CC=C1)=O)(F)F